S[O-] mercaptoalcoholate